2-Ethylbutyl ((S)-(((2R,3S,5R)-5-(6-amino-2-fluoro-9H-purin-9-yl)-2-ethynyl-3-(((octyloxy)carbonyl)oxy)tetrahydro-furan-2-yl)methoxy)(phenoxy)phosphoryl)-L-alaninate NC1=C2N=CN(C2=NC(=N1)F)[C@H]1C[C@@H]([C@@](O1)(C#C)CO[P@](=O)(OC1=CC=CC=C1)N[C@@H](C)C(=O)OCC(CC)CC)OC(=O)OCCCCCCCC